3-Methyl-2-[1-methyl-5-[methyl-[(3R)-1-methylpyrrolidin-3-yl]amino]imidazo[4,5-b]pyrazin-2-yl]-5-(trifluoromethyl)phenol CC=1C(=C(C=C(C1)C(F)(F)F)O)C1=NC=2C(=NC=C(N2)N([C@H]2CN(CC2)C)C)N1C